ClC=1N=C(N2C1C(=CC(=C2)S(=O)(=O)NC2(COC2)C)N2C[C@@H](N[C@H](C2)C)COC)C=2SC(=NN2)C(F)F 1-Chloro-3-(5-(difluoromethyl)-1,3,4-thiadiazol-2-yl)-8-((3R,5S)-3-(methoxymethyl)-5-methylpiperazin-1-yl)-N-(3-methyloxetane-3-yl)imidazo[1,5-a]pyridine-6-sulfonamide